CC=1C(=NOC1)C[C@H](C)C=1C=C(N)C=CC1 (S)-3-(1-(4-methylisoxazol-3-yl)propan-2-yl)aniline